BrC=1C=C2C=C(NC2=CC1)C(=O)O 5-bromo-1H-indole-2-carboxylic acid